5-CYANO-3-METHYLTHIOPHENE-2-BORONIC ACID C(#N)C1=CC(=C(S1)B(O)O)C